S(=O)(=O)(O)C1=CC=C(C)C=C1.S(=O)(=O)(OC(=O)C=1C(=CC=CC1)C)O toluoyl sulfate (tosylate)